CN(C([C@@H](C1=CC=CC=C1)N1N=CC(=C1)Br)=O)C |r| (±)-N,N-dimethyl(4-bromo-1H-pyrazol-1-yl)phenylacetamide